S1C=C(C2=C1S(C=C2)C(=O)OCC)C(=O)OCC diethyl thieno[2,3-B]thiophene-3,6-dicarboxylate